((((6S,7E)-2,2,6-trimethyl-4-oxo-5-aza-3-oxaheptan-7-ylidene)amino)oxy)acetic acid CC(C)(OC(N[C@H](\C=N\OCC(=O)O)C)=O)C